F[N+](C(C(C(C(F)(F)F)(F)F)(F)F)(F)F)(F)F perfluorobutyl-ammonium